(3R,6R)-4-(7-bromo-6-chloro-8-fluoro-3-nitroquinolin-4-yl)-6-methylpiperazine BrC1=C(C=C2C(=C(C=NC2=C1F)[N+](=O)[O-])N1CCN[C@@H](C1)C)Cl